OCCCCN(CCC(=O)OCCC=1N=NN(C1)CCCCCCCCC)CCC(=O)OCCC=1N=NN(C1)CCCCCCCCC bis(2-(1-nonyl-1H-1,2,3-triazol-4-yl)ethyl) 3,3'-((4-hydroxybutyl)azanediyl)dipropionate